C(CC)OC(C1=C(C(=O)O)C(C(=O)O)=C(C(=O)O)C(C(=O)O)=C1C(=O)OCCC)=O mellitic acid dipropyl ester